C(C)(=O)N1CC(C1)NC1=CC(=NC(=N1)C1=CN=CS1)C(=O)O 6-((1-acetylazetidin-3-yl)amino)-2-(thiazol-5-yl)pyrimidine-4-carboxylic acid